C1(=CC=CC2=CC=CC=C12)N1N=CC(=C1C(F)(F)F)C(=O)NC=1C=NC=C(C1)C(F)(F)F 1-(Naphthalin-1-yl)-5-(trifluoromethyl)-N-(5-(trifluoromethyl)pyridin-3-yl)-1H-pyrazol-4-carboxamid